CC=1C=CC(=CC1)C(C)(C)C 3-methyl-6-tert-butylbenzene